NC1=C2CN(C(C2=CC=C1CN)=O)C1C(NC(CC1)=O)=O 3-[4-amino-5-(aminomethyl)-1-oxo-isoindolin-2-yl]piperidine-2,6-dione